S(=O)(=O)([O-])C1=CC=C(C)C=C1.N[C@@H](C)C(=O)OCCCCCCCCCCCCCCCCCC.[NH4+] Ammonium octadecyl L-alaninate tosylate salt